C1(=C(C(=C(C(=C1[2H])[2H])[2H])[2H])[2H])C1=C(C(=CC=C1)C1=C(C(=C(C(=C1[2H])[2H])[2H])[2H])[2H])NC1=C(C=CC=C1)NC=1C=C(OC2=CC=CC(=N2)N2C(N(C3=C2C=CC=C3)CC3=CC=CC=C3)=O)C=CC1 1-(6-(3-((2-(([1,1':3',1''-Terphenyl]-2'-yl-2,2'',3,3'',4,4'',5,5'',6,6''-d10)amino)phenyl)amino)phenoxy)pyridin-2-yl)-3-benzyl-1,3-dihydro-2H-benzo[d]imidazol-2-one